butyl-diethylene glycol acrylate C(C=C)(=O)O.C(CCC)C(COCCO)O